FC(C(=O)O)(F)F.NCC(CN1N=CN(C1=O)CC1=CC(=CS1)C=1C(N(C=CC1)CC)=O)=C(F)F [5-[[1-[2-(aminomethyl)-3,3-difluoro-allyl]-5-oxo-1,2,4-triazol-4-yl]methyl]-3-thienyl]-1-ethyl-pyridin-2-one trifluoroacetate